CC1=CC(=NC2=CC(=CN=C12)CC=1C=NN(C1)C)N 4-methyl-7-[(1-methylpyrazol-4-yl)methyl]-1,5-naphthyridin-2-amine